CC1=NC=CC=2C3=CC(=CC=C3NC12)NC(=O)NC1=CC=C(C=C1)C 1-(1-methyl-beta-carbolin-6-yl)-3-(p-tolyl)urea